C1(CCCC1)N1C(=CC2=C1N=C(N=C2)NC2=NC=C(C=C2)N2CCN(CC2)CCCO)C(=O)N(C)C 7-cyclopentyl-2-[[5-[4-(3-hydroxypropyl)piperazin-1-yl]-2-pyridinyl]amino]-N,N-dimethylpyrrolo[2,3-d]pyrimidine-6-carboxamide